FC1(CCC(CC1)[C@H](NC(=O)C1=C(C=NN1CC)F)C=1OC2=C(N1)C=C(C=C2)[C@@H](COC)N2C(N[C@@H](C2)C(F)(F)F)=O)F N-((S)-(4,4-difluorocyclohexyl)(5-((S)-2-methoxy-1-((S)-2-oxo-4-(trifluoromethyl)imidazolidin-1-yl)ethyl)benzo[d]-oxazol-2-yl)methyl)-1-ethyl-4-fluoro-1H-pyrazole-5-carboxamide